benzoyl diisopropyloxymethyl ketone C(C)(C)OC(OC(C)C)C(=O)C(C1=CC=CC=C1)=O